C(C=C)N1N(C2=NC(=NC=C2C1=O)SC)C1=CC(=CC(=N1)C(C#N)(C)C)OCOC 2-(6-(2-allyl-6-(methylthio)-3-oxo-2,3-dihydro-1H-pyrazolo[3,4-d]pyrimidin-1-yl)-4-(methoxymethoxy)pyridin-2-yl)-2-methylpropanenitrile